C(N)(=O)C=1C=C(C=CC1F)NC(=O)[C@H]1O[C@]([C@H]([C@@H]1C1=C(C(=C(C=C1)F)F)OC(F)F)C)(C(F)(F)F)C (2S,3R,4S,5R)-N-(3-carbamoyl-4-fluorophenyl)-3-(2-(difluoromethoxy)-3,4-difluorophenyl)-4,5-dimethyl-5-(trifluoromethyl)tetrahydrofuran-2-carboxamide